O(C1=CCC=CC1)C1=CCC=CC1 oxydicyclohexa-1,4-diene